N[C@@H]1C[C@@H](CC1)OC1=C(C(=CC=C1)OC([2H])([2H])[2H])C1=CC(=NN1)NC=1N=CC(=NC1)C#N 5-((5-(2-(((1R,3S)-3-aminocyclopentyl)oxy)-6-(methoxy-d3)phenyl)-1H-pyrazol-3-yl)amino)pyrazine-2-carbonitrile